CC(C)SC#N propan-2-yl thiocyanate